3-iodo-N-(4-methoxyphenyl)-N,1-dimethyl-1H-indazole-5-carboxamide IC1=NN(C2=CC=C(C=C12)C(=O)N(C)C1=CC=C(C=C1)OC)C